CS(=O)(=O)N1CCC(CC1)C1(NN2C(C(=C(C=C2)C=2C=NNC2)NC2=CC=CC=C2)=N1)N 2-(1-(methylsulfonyl)piperidin-4-yl)-N8-phenyl-7-(1H-pyrazol-4-yl)-[1,2,4]triazolo[1,5-a]pyridine-2,8-diamine